CC1=C(C=C(N)C=C1)C=1C=NC(=C(C1)N1CCOCC1)C#CC 4-methyl-3-[5-(morpholin-4-yl)-6-(prop-1-yn-1-yl)pyridin-3-yl]aniline